C(#N)C1(CC1)NS(=O)(=O)C1=CC=C2C3=C(NC2=C1)N=CN=C3N3CCN(CC3)C(=O)C3CC3 N-(1-cyanocyclopropyl)-4-(4-(cyclopropanecarbonyl)piperazin-1-yl)-9H-pyrimido[4,5-b]indole-7-sulfonamide